2-(3,8-diazabicyclo[3.2.1]octan-3-yl)-5-(morpholinomethyl)-7-(thiazol-2-yl)benzo[d]oxazole C12CN(CC(CC1)N2)C=2OC1=C(N2)C=C(C=C1C=1SC=CN1)CN1CCOCC1